COCC1(CCC1)CN(C1=CC(=NC(=C1[N+](=O)[O-])N)C=1C=NC=C(C1)C(F)(F)F)C N4-{[1-(methoxymethyl)cyclobutyl]methyl}-N4-methyl-5-nitro-5'-(trifluoromethyl)[2,3'-bipyridin]-4,6-diamine